FC=1C=CC2=C(CCO2)C1[C@H](C)NC=1C=CN(CN1)C(C)C (S)-6-((1-(5-Fluoro-2,3-dihydrobenzofuran-4-yl)ethyl)amino)-3-isopropylpyrimidine